1,3-benzodioxol-4-ylmethyl-[(2-morpholino-4-pyridyl)methyl]ammonium chloride [Cl-].O1COC2=C1C=CC=C2C[NH2+]CC2=CC(=NC=C2)N2CCOCC2